3-amino-N-(3-bromo-4-fluorophenyl)-N'-hydroxy-1H-pyrazole-4-carboxamidine NC1=NNC=C1C(=NO)NC1=CC(=C(C=C1)F)Br